ClC1=CC2=C(N(C(N2C2CCN(CC2)C)=O)CC2=C(C=C(C=C2)C=2OC(=NN2)C(F)F)F)C=C1Cl 5,6-dichloro-1-(4-(5-(difluoromethyl)-1,3,4-oxadiazol-2-yl)-2-fluorobenzyl)-3-(1-methylpiperidin-4-yl)-1,3-dihydro-2H-benzo[d]imidazol-2-one